ethyl-n-butanone C(C)CC(CC)=O